FC1=CC=2C(C3=CC=CC=C3C2C=C1)=O 2-fluoro-9-fluorenone